ClC1=C(N=C(S1)C(F)(F)F)C(C(=O)O)(F)F 2-[5-chloro-2-(trifluoromethyl)-1,3-thiazol-4-yl]-2,2-difluoroacetic acid